Cl.FC=1C=C(C=CC1F)[C@H](C)N (S)-1-(3,4-difluorophenyl)ethan-1-amine hydrochloride Salt